ClC1=CNC2=CC=C(C=C12)CNC(=O)[C@H]1N(CCN(C1)C=1OC(C(N1)(C)C)C1=CC=CC=C1)C([C@H](N(C)C)CCCCN(C)C)=O (2S)-N-[(3-chloro-1H-indol-5-yl)methyl]-4-(4,4-dimethyl-5-phenyl-4,5-dihydro-1,3-oxazol-2-yl)-1-(N2,N2,N6,N6-tetramethyl-D-lysyl)piperazine-2-carboxamide